C1=C(C=CC=2C3=CC=CC=C3C3(C4=CC=CC=C4C4=CC=CC=C43)C12)N Spiro-9,9'-bifluorene-2-amine